C1(CCCCC1)C(CCNC(=NC(C)C)NC(C)C)N 1-(3-cyclohexyl-aminopropyl)-2,3-diisopropylguanidine